C(C)C1=C(C=CC(=C1)O)N=C(N)C1=C(C=2N(N=C1)C=C(C2)C2=C(C=CC(=C2)S(=O)(=O)C(F)(F)F)C)N[C@@H]2COCC2 N'-(2-ethyl-4-hydroxy-phenyl)-6-[2-methyl-5-(trifluoromethylsulfonyl)phenyl]-4-[[(3S)-tetrahydrofuran-3-yl]amino]pyrrolo[1,2-b]pyridazine-3-carboxamidine